4-amino-2-((2S,6R)-2-(1-cyclopropyl-1H-pyrazol-4-yl)-6-methylmorpholino)-6-(3-(difluoromethyl)-bicyclo[1.1.1]pentan-1-yl)pyrimidine-5-carbaldehyde NC1=NC(=NC(=C1C=O)C12CC(C1)(C2)C(F)F)N2C[C@@H](O[C@@H](C2)C)C=2C=NN(C2)C2CC2